C(C1=CC=CC=C1)OC(=O)NC12CCC(CC1)N2C(=O)OC(C)(C)C tert-butyl (1R,2R,4S)-(((benzyloxy)carbonyl)amino)-7-azabicyclo[2.2.1]heptane-7-carboxylate